((1S,5R)-Bicyclo[3.3.1]non-6-en-3-yl)methyl((S)-1-(((S)-1-hydroxy-3-((S)-2-oxopyrrolidin-3-yl)propan-2-yl)amino)-4-methyl-1-oxopentan-2-yl)carbamate [C@H]12CC(C[C@H](C=CC1)C2)OC(N([C@H](C(=O)N[C@H](CO)C[C@H]2C(NCC2)=O)CC(C)C)C)=O